FC=1C=CC(=C(C(=O)NCC2=CC=C(C=C2)C2=NNC=C2C(=O)N)C1)OC 3-(4-(5-fluoro-2-methoxybenzoylaminomethyl)phenyl)-1H-pyrazole-4-carboxamide